(1R)-3-(benzenesulfonyl)cyclopentan-1-ol C1(=CC=CC=C1)S(=O)(=O)C1C[C@@H](CC1)O